ClC1=CC=C2C(=NC=3N(C2=C1)C=NN3)N(C=3C=C(C=CC3)C3=CC=C(O3)C=O)C 5-[3-[(8-Chloro-[1,2,4]triazolo[4,3-a]quinazolin-5-yl)-methyl-amino]phenyl]furan-2-carbaldehyde